N1CCC(CC1)C1=NC(=NO1)C=1C=CC=NC1 5-(5-(piperidin-4-yl)-1,2,4-oxadiazol-3-yl)pyridin